C(C)C(COP([O-])(=O)CC(CCCC)CC)CCCC.[Ni+2].COC1=CC=C(C=C1)C1=NN2C(=NC=3C=CC=CC3C2=N1)N[C@H]1C(NCCCC1)=O.C(C)C(COP([O-])(=O)CC(CCCC)CC)CCCC (3R)-3-{[2-(4-methoxyphenyl)[1,2,4]triazolo[1,5-c]quinazolin-5-yl]amino}azepan-2-one nickel (2-ethylhexyl)(2-ethylhexyl)phosphonate